[Cl-].[Cl-].C[SiH](C)[Ti+](C1C=CC=2CCCCC12)C1C=CC=2CCCCC12.C[SiH](C)[Ti+](C1C=CC=2CCCCC12)C1C=CC=2CCCCC12 Rac-dimethylsilylbis(4,5,6,7-tetrahydro-1-indenyl)titanium (IV) dichloride